NC1=C(C=C(C2=CC=CC=C12)S(=O)(=O)O)N=NC=1C=NC(=CC1)C1=CC=CC=C1 4-amino-3-(6-phenylpyridin-3-ylazo)naphthalene-1-sulfonic acid